(R)-(5-(6-(3-(((tert-butyldimethylsilyl)oxy)methyl)morpholino)-4-fluoro-1H-benzo[d]imidazol-2-yl)-1H-pyrrol-3-yl)(2-(trifluoromethyl)phenyl)methanone [Si](C)(C)(C(C)(C)C)OC[C@H]1COCCN1C=1C=C(C2=C(NC(=N2)C2=CC(=CN2)C(=O)C2=C(C=CC=C2)C(F)(F)F)C1)F